3-((3S,4S)-4-amino-3-methyl-2-oxa-8-azaspiro[4.5]decan-8-yl)-6-((2-chloro-3-fluorophenyl)thio)pyrazin-2(1H)-one N[C@@H]1[C@@H](OCC12CCN(CC2)C=2C(NC(=CN2)SC2=C(C(=CC=C2)F)Cl)=O)C